OC=1C(=C(C=CC1)C=NO)O dihydroxybenzenealdoxime